5-[3-[[3-[2-[2-[3-(2-azidoethyl)diazirin-3-yl]ethylamino]-2-oxo-ethoxy]azetidin-1-yl]methyl]azetidin-1-yl]-N-(8-fluoro-2-methyl-imidazo[1,2-a]pyridin-6-yl)pyrazine-2-carboxamide N(=[N+]=[N-])CCC1(N=N1)CCNC(COC1CN(C1)CC1CN(C1)C=1N=CC(=NC1)C(=O)NC=1C=C(C=2N(C1)C=C(N2)C)F)=O